1-{5-chloro-2-[4-chloro-3-(4-methyl-piperazin-1-yl)-phenylamino]-pyrimidin-4-yl}-1H-indole-3-carboxamide ClC=1C(=NC(=NC1)NC1=CC(=C(C=C1)Cl)N1CCN(CC1)C)N1C=C(C2=CC=CC=C12)C(=O)N